C(C1=CC=CC=C1)OC1=CC=C(C=C1)CC(C=1N=NN(C1)[C@@H](CC(=O)NO)CC1=CC2=CC=CC=C2C=C1)NC(C1=CC(=C(C=C1)F)F)=O N-[2-(4-Benzyloxyphenyl)-1-[1-[(1R)-3-(hydroxyamino)-1-(2-naphthylmethyl)-3-oxo-propyl]triazol-4-yl]ethyl]-3,4-difluoro-benzamid